CN1C(=CCC1)C 1-methyl-2-methyl-pyrroline